O1C(=CC=C1)CNC1=C(C(=O)O)C=C(C(=C1)Cl)N=S(=O)=O 2-(2-furylmethyl)amino-5-(sulfonylamino)-4-chlorobenzoic acid